NC1=C2C([C@]3([C@](OC4=C3C=CC(=C4)C(=C)C4CC4)(C2=CC=C1)O)NC(OCCCC)=O)=O butyl ((4bR,9bR)-1-amino-7-(1-cyclopropylvinyl)-4b-hydroxy-10-oxo-4b,10-dihydro-9bH-indeno[1,2-b]benzofuran-9b-yl)carbamate